BrCC1CCC1 (bromo-methyl)cyclobutane